1-(3-methoxypropyl)-N-(1-methylcyclopropyl)-3-(5-methyl-1,3,4-thiadiazol-2-yl)-2-oxo-benzimidazole-5-sulfonamide COCCCN1C(N(C2=C1C=CC(=C2)S(=O)(=O)NC2(CC2)C)C=2SC(=NN2)C)=O